C(C)(C)(C)OC(=O)N1CC(C(CC1)=O)CO 3-(hydroxymethyl)-4-oxopiperidine-1-carboxylic acid tert-butyl ester